F[C@@H]1COCC[C@H]1OC=1C=C2C(=NC=NC2=CC1OC)C=1C(=NN(C1)C)C1=CC=CC=C1 6-(((3R,4R)-3-fluorotetrahydro-2H-pyran-4-yl)oxy)-7-methoxy-4-(1-methyl-3-phenyl-1H-pyrazol-4-yl)quinazoline